N-[(S)-{5-[4-(3,3-Difluoroazetidine-1-carbonyl)piperidin-4-yl]-4-fluoro-1H-benzimidazol-2-yl}(4,4-difluorocyclohexyl)methyl]-4-methyl-1,2,5-oxadiazole-3-carboxamide FC1(CN(C1)C(=O)C1(CCNCC1)C1=C(C2=C(NC(=N2)[C@@H](NC(=O)C2=NON=C2C)C2CCC(CC2)(F)F)C=C1)F)F